S1N=C(C2=C1C=CC=C2)N2CCN(CC2)C(=O)N([C@H]2CNCCC2)C2=NC=CC1=CC=CC(=C21)C (R)-4-(benzo[d]isothiazol-3-yl)-N-(8-methylisoquinolin-1-yl)-N-(piperidin-3-yl)piperazine-1-carboxamide